N-hydroxypyridone (1R,3S)-3-[3-({[5-(trifluoromethyl)pyridin-2-yl]acetyl}amino)-1H-pyrazol-5-yl]cyclopentylpropan-2-ylcarbamate FC(C=1C=CC(=NC1)CC(=O)NC1=NNC(=C1)[C@@H]1C[C@@H](CC1)CC(C)NC(O)=O)(F)F.ON1C(C=CC=C1)=O